C(C)(C)(C)OC(=O)N1CCC(CC1)NC(=O)C1=NNC2=CC=C(C=C12)C1=C(C=CC=C1)F 4-(5-(2-fluorophenyl)-1H-indazole-3-carboxamido)piperidine-1-carboxylic acid tert-butyl ester